5-bromo-4-fluoropyrazolo[1,5-a]pyridin-7-ol BrC1=C(C=2N(C(=C1)O)N=CC2)F